2-[methyl-[(2-methylpropan-2-yl)-oxycarbonyl]amino]propionic acid CN(C(C(=O)O)C)C(=O)OC(C)(C)C